C(C1=CC=CC=C1)OC1C(NC(C1)C(C)O[Si](C)(C)C(C)(C)C)=O 3-benzyloxy-5-[1-[tert-butyl-(dimethyl)silyl]oxyethyl]pyrrolidin-2-one